(2S)-2-{[(2,3-dihydro-1,4-benzodioxin-6-yl)methyl]amino}-5,5-dimethylhexanoic acid O1CCOC2=C1C=CC(=C2)CN[C@H](C(=O)O)CCC(C)(C)C